CC1=CCC(CC1)(O)C(C)C 4-methyl-1-(prop-2-yl)cyclohex-3-en-1-ol